2-(4-aminopiperid-1-yl)-6-(4-cyano-3-fluorophenyl)-5-(1-methyl-1H-indazol-5-yl)nicotinamide NC1CCN(CC1)C1=C(C(=O)N)C=C(C(=N1)C1=CC(=C(C=C1)C#N)F)C=1C=C2C=NN(C2=CC1)C